(R)-4-((2-chloro-4-((10-methyl-8-oxo-9,10,11,12-tetrahydro-8H-[1,4]diazepino[5',6':4,5]thieno[3,2-f]quinoxalin-3-yl)oxy)pyrimidin-5-yl)methyl)morpholin-3-one ClC1=NC=C(C(=N1)OC1=NC=2C=CC3=C(C2N=C1)C1=C(S3)C(N[C@@H](CN1)C)=O)CN1C(COCC1)=O